CC1=C(C=CC(=C1)C)SC1=C(C=CC(=C1)C(F)(F)F)N1CCC(CC1)N(C)C 1-(2-((2,4-dimethylphenyl)thio)-4-(trifluoromethyl)phenyl)-N,N-dimethylpiperidin-4-amine